3-(7,7-difluoro-3-((1-phenylcyclopropyl)carbamoyl)-4,5,6,7-tetrahydro-1H-indazol-1-yl)pyrazine 1-oxide FC1(CCCC=2C(=NN(C12)C=1C=[N+](C=CN1)[O-])C(NC1(CC1)C1=CC=CC=C1)=O)F